ClC1=C(C(=C(C=C1OC)OC)Cl)C1=CC2=C(N=C(N=C2)N[C@H]2[C@H](COC2)NC(C=C)=O)C(=N1)NCCOCCN(C)C N-((3R,4S)-4-((6-(2,6-dichloro-3,5-dimethoxyphenyl)-8-((2-(2-(dimethyl-amino)ethoxy)ethyl)amino)pyrido[3,4-d]pyrimidin-2-yl)amino)tetrahydrofuran-3-yl)acrylamide